C(C)(C)(C)OC(=O)N1CCN(CC1)C1=CC=C(C2=C1C=C(O2)C)C(NC=2C=C(C1=CN(N=C1C2)C)F)=O.NC2=C(OCCC)C=CC=C2 3-(2-aminophenoxy)propane tert-butyl-4-[7-[(4-fluoro-2-methylindazol-6-yl)carbamoyl]-2-methyl-1-benzofuran-4-yl]piperazine-1-carboxylate